2-((1S,2S)-2-(6-chloroimidazo[1,2-b]pyridazin-8-yl)cyclopropyl)-4-(trifluoromethyl)thiazole ClC=1C=C(C=2N(N1)C=CN2)[C@@H]2[C@H](C2)C=2SC=C(N2)C(F)(F)F